C1(=CC=CC=C1)[C@H]([C@H]1CNC2=C(N1)N=CC=C2)NCCC=2C=C(C=CC2C(F)(F)F)CC(=O)O 2-(3-(2-(((R)-phenyl((R)-1,2,3,4-tetrahydropyrido[2,3-b]pyrazin-3-yl)methyl)amino)ethyl)-4-(trifluoromethyl)phenyl)acetic acid